6-(difluoromethyl)-N-(2-methyl-9H-thioxanthen-9-yl)-2-oxo-1,2-dihydropyridine-3-carboxamide FC(C1=CC=C(C(N1)=O)C(=O)NC1C2=CC=CC=C2SC=2C=CC(=CC12)C)F